(2-Chloro-6-fluorophenyl)-6-(4-ethyl-3-(hydroxymethyl)-5-oxo-4,5-dihydro-1H-1,2,4-triazol-1-yl)-7-fluoro-4-isopropyl-2H-benzo[b][1,4]oxazin-3(4H)-one ClC1=C(C(=CC=C1)F)C1C(N(C2=C(O1)C=C(C(=C2)N2N=C(N(C2=O)CC)CO)F)C(C)C)=O